Diethyl 1-(2-(((benzyloxy)carbonyl)amino)ethyl)-1H-pyrazole-3,5-dicarboxylate C(C1=CC=CC=C1)OC(=O)NCCN1N=C(C=C1C(=O)OCC)C(=O)OCC